2-[2-[(E)-3-[4-(4-Bromophenyl)phenyl]prop-2-enoyl]phenoxy]butanoic acid BrC1=CC=C(C=C1)C1=CC=C(C=C1)/C=C/C(=O)C1=C(OC(C(=O)O)CC)C=CC=C1